methyl-4-[(1-methylcyclopropyl)amino]-N-[2-(1H-pyrrol-1-yl)ethyl]furo[2,3-d]pyrimidine-5-carboxamide CC=1N=C(C2=C(N1)OC=C2C(=O)NCCN2C=CC=C2)NC2(CC2)C